C(C1=CC=CC=C1)NC(=O)C1=CSC2=C1C(N(C=C2C)C)=O N-benzyl-5,7-dimethyl-4-oxo-4,5-dihydrothieno[3,2-c]pyridine-3-carboxamide